1-Butyl-3-Methylimidazolmethansulfonat C(CCC)N1C(N(C=C1)C)CS(=O)(=O)[O-]